FC1CC(C1)CNCC=1C=CC=2N(C1)C=C(N2)CN2C(C1=CN=CC(=C1C=C2)N2CC1(C2)COCCC1)=O 2-{[6-({[(3-fluorocyclobutyl)methyl]amino}methyl)imidazo[1,2-a]pyridin-2-yl]methyl}-5-{6-oxa-2-azaspiro[3.5]nonan-2-yl}-1,2-dihydro-2,7-naphthyridin-1-one